γ-picolinium [NH+]1=CC=C(C=C1)C